FC1=C(CN2N=C(C=CC2=O)C=2C=NC(=NC2)OCC(F)(F)F)C=C(C=C1)F 2-(2,5-difluorobenzyl)-6-(2-(2,2,2-trifluoroethoxy)pyrimidin-5-yl)pyridazin-3(2H)-one